5-(3-fluorophenyl)-1H-1,2,3-triazole FC=1C=C(C=CC1)C1=CN=NN1